3-methoxy-4-{[3-(4-{[(1R,4R)-4-(diethylamino)cyclohexyl]amino}-1-(2,2,2-trifluoroethyl)-1H-indol-2-yl)prop-2-yn-1-yl]amino}benzene-1-sulfonamide COC=1C=C(C=CC1NCC#CC=1N(C2=CC=CC(=C2C1)NC1CCC(CC1)N(CC)CC)CC(F)(F)F)S(=O)(=O)N